C(C)[TeH] ethanetellurol